FC1=C(C(=CC=C1)F)CS1C(C(C(C1)=C=O)C=1N=NC(=CC1)OC)=C=O 1-[(2,6-difluorophenyl)methyl]-3-(6-methoxypyridazin-3-yl)-2,4-dicarbonylthiophene